[Br-].[Br-].C[SiH](C)[Zr+2](C1C(=CC2=CC=CC=C12)CCC)C1C(=CC2=CC=CC=C12)CCC dimethylsilyl-bis(propylindenyl)zirconium dibromide